SCSC(CC(SCS)SCS)SCS 1,1,3,3-Tetrakis(mercaptomethylthio)propan